C1(=CC(=C(C=C1)C(=O)O)C(=O)O)C1=CC(=C(C=C1)C(=O)O)C(=O)O 3,3',4,4'-Biphenyl-tetracarboxylic acid